C(C)(C)(C)C1=CC=C(COC=2C(=NC3=CC=C(C=C3N2)OC)C2=CC=CC=C2)C=C1 ((4-(tert-butyl)benzyl)oxy)-6-methoxy-2-phenylquinoxaline